C(C)(C)(C)OC(N(C)C(C1=CC=C(C=C1)C=C)C1CC1)=O (cyclopropyl-(4-vinylphenyl)methyl)(methyl)carbamic acid tert-butyl ester